C1=CC=C(C=C1)P(=O)(C2=CC=CC=C2)C3=CC=CC=C3OC4=CC=CC=C4P(=O)(C5=CC=CC=C5)C6=CC=CC=C6 bis[2-(diphenylphosphino)phenyl] ether oxide